C(C)(C)(C)OC(=O)N1CC=2C(=NN3C2C(N(C[C@H](C3)CO)C)=O)C[C@H]1C (3R,8R)-8-(hydroxymethyl)-3,10-dimethyl-11-oxo-1,3,4,7,8,9,10,11-octahydro-2H-pyrido[4',3':3,4]Pyrazolo[1,5-a][1,4]Diazepine-2-carboxylic acid tert-butyl ester